N-{6-(2-Hydroxypropan-2-yl)-2-[2-(methylsulphonyl)ethyl]-2H-indazol-5-yl}-6-(trifluoromethyl)pyridine-2-carboxamide OC(C)(C)C=1C(=CC2=CN(N=C2C1)CCS(=O)(=O)C)NC(=O)C1=NC(=CC=C1)C(F)(F)F